(2S)-4-[3-(dimethylamino)propionyloxy]-1-[6-(1-hexylheptyloxy)-6-oxo-hexyl]pyrrolidine-2-carboxylic acid [8-(1-octylnonyloxy)-8-oxo-octyl] ester C(CCCCCCC)C(CCCCCCCC)OC(CCCCCCCOC(=O)[C@H]1N(CC(C1)OC(CCN(C)C)=O)CCCCCC(=O)OC(CCCCCC)CCCCCC)=O